FC1=CC=C(C=C1)NO N-(4-fluorophenyl)hydroxylamine